3-{[4-(2,6-dimethylphenyl)-6-[(3R)-pyrrolidin-3-yloxy]pyrimidin-2-yl]sulfamoyl}benzoic acid CC1=C(C(=CC=C1)C)C1=NC(=NC(=C1)O[C@H]1CNCC1)NS(=O)(=O)C=1C=C(C(=O)O)C=CC1